ClC1=C(C=C2C=C(N=CC2=C1)NC(=O)C1CC2(CC2)C1)N1CCN(CC1)[C@@]1(COC[C@@H]1O)C N-(7-chloro-6-(4-((3R,4R)-4-hydroxy-3-methyltetrahydrofuran-3-yl)piperazin-1-yl)isoquinolin-3-yl)spiro[2.3]hexane-5-carboxamide